ethyl 3-(thiophene-3-oxy)propionate S1C=C(C=C1)OCCC(=O)OCC